NC=1NC(C=2N=CN(C2N1)CCC(CNC(CN1CCNCCCNCCNCCC1)=O)CO)=O N-(4-(2-amino-6-oxo-1,6-dihydro-9H-purin-9-yl)-2-(hydroxymethyl)butyl)-2-(1,4,8,11-tetraazacyclotetradecan-1-yl)acetamide